4-hydroxy-5-oxo-1-(propan-2-yl)-2,5-dihydro-1H-pyrrole-3-carboxylic acid ethyl ester C(C)OC(=O)C=1CN(C(C1O)=O)C(C)C